C(C)OC(C(C(CC)=O)Br)=O.C(C)OC(C(C(CC)=O)N1CCN(CC1)C(=O)OC(C)(C)C)=O tert-butyl 4-(1-ethoxy-1,3-dioxopentan-2-yl)piperazine-1-carboxylate Ethyl-2-bromo-3-oxopentanoate